6-(3-bromopyrazolo[1,5-a]pyridin-6-yl)-1-((2-(trimethylsilyl)ethoxy)methyl)-1H-benzo[d]imidazole BrC=1C=NN2C1C=CC(=C2)C=2C=CC1=C(N(C=N1)COCC[Si](C)(C)C)C2